C(C1=CC=CC=C1)(C1=CC=CC=C1)N1[C@@H]([C@H](C1)N1N=NC=C1)C 1-((2R,3S)-1-benzhydryl-2-methylazetidin-3-yl)-1H-1,2,3-triazole